(2S)-1-(3-mercapto-2-methyl-1-oxo-propyl)-L-proline SCC(C(=O)N1[C@@H](CCC1)C(=O)O)C